(S)-4-(4-(6-(3,5-dimethylisoxazol-4-yl)-4-(3-phenylmorpholino)quinazoline-2-yl)-1H-pyrazol-1-yl)piperidine-1-carboxylic acid tert-butyl ester C(C)(C)(C)OC(=O)N1CCC(CC1)N1N=CC(=C1)C1=NC2=CC=C(C=C2C(=N1)N1[C@H](COCC1)C1=CC=CC=C1)C=1C(=NOC1C)C